1-(piperidin-1-yl)piperidine N1(CCCCC1)N1CCCCC1